N-(5-Chloro-6-(2H-1,2,3-triazol-2-yl)pyridin-3-yl)-1-(thieno[2,3-c]pyridin-4-yl)-5-(trifluoromethyl)-1H-pyrazol-4-carboxamid ClC=1C=C(C=NC1N1N=CC=N1)NC(=O)C=1C=NN(C1C(F)(F)F)C1=C2C(=CN=C1)SC=C2